2-mercaptopyridine N-oxide SC1=[N+](C=CC=C1)[O-]